ClC1=CC(=NC=C1)N1N=CC(=C1)CN1C(=NC2=C1C(=CC(=C2)C(=O)N2C1CCC(C2)[C@H]1N)OC)C=1N(C2=CC=CC=C2C1)CC1CC1 (7R)-2-(1-{[1-(4-chloropyridin-2-yl)-1H-pyrazol-4-yl]methyl}-2-[1-(cyclopropylmethyl)-1H-indol-2-yl]-7-methoxy-1H-1,3-benzodiazole-5-carbonyl)-2-azabicyclo[2.2.1]heptan-7-amine